N-[[3-(dimethylamino)pyrrolidin-1-yl](imino)methyl]benzamide CN(C1CN(CC1)C(NC(C1=CC=CC=C1)=O)=N)C